Cl.ClC1=CC(=C(OCC[C@@H](N)B2OC(C(O2)(C)C)(C)C)C=C1)F (S)-3-(4-chloro-2-fluorophenoxy)-1-(4,4,5,5-tetramethyl-1,3,2-dioxaborolan-2-yl)propan-1-amine hydrochloride